buten-ol C(=CCC)O